20-oxo-pregn-5-en-3β-ol O=C(C)[C@H]1CC[C@H]2[C@@H]3CC=C4C[C@H](CC[C@]4(C)[C@H]3CC[C@]12C)O